ClC=1C=NC(=C(C(=O)NC2CCC(CC2)CN2C(C(C3=CC=CC=C23)(C2=NC=C(C=C2)C)O)=O)C1)C(F)F 5-chloro-2-(difluoromethyl)-N-((1r,4r)-4-((3-hydroxy-3-(5-methylpyridin-2-yl)-2-oxoindolin-1-yl)methyl)cyclohexyl)nicotinamide